1-(4-(3-aminobenzyl)-3-oxo-3,4-dihydro-2H-benzo[b][1,4]thiazin-6-yl)-3-(1H-indol-6-yl)urea NC=1C=C(CN2C3=C(SCC2=O)C=CC(=C3)NC(=O)NC3=CC=C2C=CNC2=C3)C=CC1